2-Methyl-5-(4-methylpiperazin-1-yl)-N-[(1R)-1-[3-[3-(morpholine-4-carbonyl)phenyl]phenyl]ethyl]benzamide CC1=C(C(=O)N[C@H](C)C2=CC(=CC=C2)C2=CC(=CC=C2)C(=O)N2CCOCC2)C=C(C=C1)N1CCN(CC1)C